C(CCC#C)(=O)N1CCC(CC1)NC(OC(C)(C)C)=O tert-butyl (1-(pent-4-ynoyl)piperidin-4-yl)carbamate